tert-butyl-4-(3-cyano-6-tosyl-1-((2-(trimethylsilyl)ethoxy)methyl)-1,6-dihydrodipyrrolo[2,3-b:2',3'-d]Pyridin-2-yl)piperidine-1-carboxylic acid C(C)(C)(C)C1N(CCC(C1)C1=C(C=2C(=C3C(=NC2)N(C=C3)S(=O)(=O)C3=CC=C(C)C=C3)N1COCC[Si](C)(C)C)C#N)C(=O)O